ClC=1C=NC(=C(C(=O)N[C@@H]2CC[C@H](CC2)CN2C(N(C3=C2C=CC=C3)C=3C=C2C(=NC3)NCC2)=O)C1)C trans-5-chloro-N-(4-((3-(2,3-dihydro-1H-pyrrolo[2,3-b]pyridin-5-yl)-2-oxo-2,3-dihydro-1H-benzo[d]imidazol-1-yl)methyl)cyclohexyl)-2-methylnicotinamide